2-(4-(2-ethyl-3-((4-(4-fluorophenyl)thiazol-2-yl)(methyl)amino)imidazo[1,2-a]pyridin-6-yl)piperazin-1-yl)ethanol C(C)C=1N=C2N(C=C(C=C2)N2CCN(CC2)CCO)C1N(C)C=1SC=C(N1)C1=CC=C(C=C1)F